trans-2-[4-[5-(methoxymethyl)-4-(4-methylphenyl)-1,2,4-triazol-3-yl]cyclohexyl]oxypyrazine methyl-(tert-butoxycarbonyl)-L-valyl-L-phenylalaninate CN([C@@H](C(C)C)C(=O)N[C@@H](CC1=CC=CC=C1)C(=O)O)C(=O)OC(C)(C)C.COCC=1N(C(=NN1)[C@@H]1CC[C@H](CC1)OC1=NC=CN=C1)C1=CC=C(C=C1)C